N-((S)-2-((4-(3,5-Dimethyl-1H-pyrazol-4-yl)phenyl)amino)-1-((1r,4S)-4-methylcyclohexyl)-2-oxoethyl)-1-methyl-1H-pyrazole-5-carboxamide CC1=NNC(=C1C1=CC=C(C=C1)NC([C@H](C1CCC(CC1)C)NC(=O)C1=CC=NN1C)=O)C